2-fluoro-N-(4-(trifluoromethyl)pyridin-2-yl)-benzamid FC1=C(C(=O)NC2=NC=CC(=C2)C(F)(F)F)C=CC=C1